N-(3-Chloro-4-(trifluoromethoxy)benzyl)-N-(4-(2-((8-cyanobenzo[c][2,6]naphthyridin-5-yl)amino)ethoxy)butyl)-2,2,2-trifluoroacetamide ClC=1C=C(CN(C(C(F)(F)F)=O)CCCCOCCNC2=NC3=C(C4=CN=CC=C24)C=CC(=C3)C#N)C=CC1OC(F)(F)F